1-((2R,3S,4R,5R)-5-(((tert-butyldimethylsilyl)oxy)methyl)-5-(chloromethyl)-3-fluoro-4-((4-methoxyphenyl)diphenylmethoxy)tetrahydrofuran-2-yl)-5-fluoropyrimidine-2,4(1H,3H)-dione [Si](C)(C)(C(C)(C)C)OC[C@@]1([C@H]([C@@H]([C@@H](O1)N1C(NC(C(=C1)F)=O)=O)F)OC(C1=CC=CC=C1)(C1=CC=CC=C1)C1=CC=C(C=C1)OC)CCl